N1(N=CN=C1)C1=CC=C(C=N1)NC=1C(=NN(C1)C1=C(C=CC=C1Cl)Cl)C(=O)N 4-((6-(1H-1,2,4-triazol-1-yl)pyridin-3-yl)amino)-1-(2,6-dichlorophenyl)-1H-pyrazole-3-carboxamide